C[C@H]1O[C@H](CC(C1)N1N=CC(=C1C)NC1=NC2=CC(=CC=C2C=N1)N1C(OC[C@@H]1C)=O)C (4S)-3-[2-({1-[(2R,6S)-2,6-dimethyloxan-4-yl]-5-methyl-1H-pyrazol-4-yl}amino)quinazolin-7-yl]-4-methyl-1,3-oxazolidin-2-one